C1(=CC=CC=C1)C=1C(=CC2=C(OCO2)C1)C=O 6-phenylbenzo[d][1,3]dioxolane-5-formaldehyde